methyl 3-(cyanomethyl)-6-fluoro-1H-indole-4-carboxylate C(#N)CC1=CNC=2C=C(C=C(C12)C(=O)OC)F